2-[(2S)-2-aminopropyl]-3,5-dichloro-N-[(furan-2-yl)methyl]thieno[3,2-b]pyridin-7-amine N[C@H](CC1=C(C2=NC(=CC(=C2S1)NCC=1OC=CC1)Cl)Cl)C